CS(=O)(=O)OCC(CC)OC=1C=NC(=CC1)C=O 2-((6-formylpyridin-3-yl)oxy)butyl methanesulfonate